3-(2-(5-chloro-2-methoxyphenyl)-1,2,3,4-tetrahydroisoquinolin-6-yl)propionic acid ClC=1C=CC(=C(C1)N1CC2=CC=C(C=C2CC1)CCC(=O)O)OC